[4-(11-aminoundecoxy)phenyl]methanol, hydrochloride Cl.NCCCCCCCCCCCOC1=CC=C(C=C1)CO